tert-butyl 2-(4-(1-(1-((2-chloro-4-(trifluoromethyl)phenyl)carbamoyl)cyclobutyl)-1H-pyrazol-4-yl)piperidin-1-yl)-7-azaspiro[3.5]nonane-7-carboxylate ClC1=C(C=CC(=C1)C(F)(F)F)NC(=O)C1(CCC1)N1N=CC(=C1)C1CCN(CC1)C1CC2(C1)CCN(CC2)C(=O)OC(C)(C)C